chloro-ortho-phenylphenol ClC=1C(=C(C=CC1)O)C1=CC=CC=C1